FC1(CC(C1)[C@@H](O)C1=CC=2C(=NC(=CN2)C2=CC=3C(N=C2)=NN(C3)C)S1)F (R)-(3,3-difluorocyclobutyl)(3-(2-methyl-2H-pyrazolo[3,4-b]pyridin-5-yl)thieno[2,3-b]pyrazin-6-yl)methanol